3-((6-(Aminomethyl)-5-fluoropyridazin-3-yl)amino)piperidine-2,6-dione NCC1=C(C=C(N=N1)NC1C(NC(CC1)=O)=O)F